2-(4-methoxyphenyl)-1-(2,4,6-trihydroxyphenyl)ethan-1-one COC1=CC=C(C=C1)CC(=O)C1=C(C=C(C=C1O)O)O